NC1=NC=CC=C1C=1C=C(C=CC1C)NC(=O)C=1C(N(C=CC1OCC)C1=CC=C(C=C1)F)=O N-[3-(2-amino-3-pyridinyl)-4-methylphenyl]-4-ethoxy-1-(4-fluorophenyl)-1,2-dihydro-2-oxo-3-pyridinecarboxamide